7-((5-(1-(2-(dimethyl-amino)ethyl)-2-oxopiperidin-4-yl)pyridin-2-yl)amino)-4-(7-fluoroimidazo[1,2-a]pyridin-3-yl)isoindolin-1-one CN(CCN1C(CC(CC1)C=1C=CC(=NC1)NC=1C=CC(=C2CNC(C12)=O)C1=CN=C2N1C=CC(=C2)F)=O)C